FC1([C@H]2CC=3C(=NNC3C[C@]21C)C(=O)NC=2C=NN(C2)[C@H]2[C@@H](CNCC2)F)F (4aS,5aR)-5,5-difluoro-N-(1-((3R,4R)-3-fluoropiperidin-4-yl)-1H-pyrazol-4-yl)-5a-methyl-1,4,4a,5,5a,6-hexahydrocyclopropa[f]indazole-3-carboxamide